5-(benzhydrylideneamino)-1H-benzo[cd]indol-2-one C(C1=CC=CC=C1)(C1=CC=CC=C1)=NC=1C=CC=2C(NC3=CC=CC1C23)=O